8-bromo-5-(2,6-dimethoxyphenyl)isoquinoline BrC=1C=CC(=C2C=CN=CC12)C1=C(C=CC=C1OC)OC